ClC=1N=C(C2=C(N1)NC=C2)Cl 2,4-dichloro-7H-pyrrolo[2,3-d]pyrimidine